1,1,1,2,3,3,3-heptaethyldisilazane C(C)[Si](N([Si](CC)(CC)CC)CC)(CC)CC